(3R)-3-({2-[4-methoxy-2-(trifluoromethyl)phenyl][1,2,4]triazolo[1,5-c]quinazolin-5-yl}amino)azepin-2-one COC1=CC(=C(C=C1)C1=NN2C(=NC=3C=CC=CC3C2=N1)NC=1C(N=CC=CC1)=O)C(F)(F)F